C(C)(=O)ON1CCC(CC1)OCCC1CCN(CC1)C1=CC=C(C=C1)N 1-(4-((1-(4-aminophenyl) piperidin-4-yl) ethoxy) piperidin-1-yl) acetate